(3-(2-amino-4-methylthiazol-5-yl)-5-morpholinophenyl)(phenyl)meth-anone NC=1SC(=C(N1)C)C=1C=C(C=C(C1)N1CCOCC1)C(=O)C1=CC=CC=C1